1-(2-((2-((3-chloro-2-fluorobenzyl)amino)-2-oxoethyl)(isopropyl)amino)-2-oxoethyl)-5-(3-phenylureido)-1H-indazole-3-carboxamide ClC=1C(=C(CNC(CN(C(CN2N=C(C3=CC(=CC=C23)NC(=O)NC2=CC=CC=C2)C(=O)N)=O)C(C)C)=O)C=CC1)F